tert-butyl (6-chloro-4-((1,3-dimethyl-1H-pyrazolo[3,4-b]pyridin-5-yl)oxy)pyridin-2-yl)carbamate ClC1=CC(=CC(=N1)NC(OC(C)(C)C)=O)OC=1C=C2C(=NC1)N(N=C2C)C